1-(4-(2-(4-((1-(4-(1,5-Dimethyl-6-oxo-1,6-dihydropyridin-3-yl)-2,5-dimethoxybenzyl)piperidin-4-yl)oxy)piperidin-1-yl)-2-oxoethoxy)phenyl)dihydropyrimidine-2,4(1H,3H)-dione CN1C=C(C=C(C1=O)C)C1=CC(=C(CN2CCC(CC2)OC2CCN(CC2)C(COC2=CC=C(C=C2)N2C(NC(CC2)=O)=O)=O)C=C1OC)OC